C(C1=CC=CC=C1)OCC1=CC(=C(C(=O)O)C(=C1)Cl)Cl 4-(benzyloxymethyl)-2,6-dichlorobenzoic acid